2-(3-chlorophenyl)cyclohexanone ClC=1C=C(C=CC1)C1C(CCCC1)=O